(S)-N-(3-(6-amino-3,3-difluoro-2-(fluoromethyl)-2,3,4,5-tetrahydropyridin-2-yl)-4,5-difluorophenyl)-5-cyano-3-methylpyridineamide NC=1CCC([C@@](N1)(CF)C=1C=C(C=C(C1F)F)NC(=O)C1=NC=C(C=C1C)C#N)(F)F